phenylenediammonium, hexafluoroantimonate salt F[Sb-](F)(F)(F)(F)F.C1(=C(C=CC=C1)[NH3+])[NH3+].F[Sb-](F)(F)(F)(F)F